2,4-dinitro-phenyl ether [N+](=O)([O-])C1=C(C=CC(=C1)[N+](=O)[O-])OC1=C(C=C(C=C1)[N+](=O)[O-])[N+](=O)[O-]